CN1CC(C1)(C(=O)OCC([C@H](C[C@H]1C(NCC1)=O)NC([C@@H](NC(=O)C=1NC2=CC=CC(=C2C1)OC)CC(C)C)=O)=O)C (3S)-3-({N-[(4-methoxy-1H-indol-2-yl) carbonyl]-L-leucyl}amino)-2-oxo-4-[(3S)-2-oxopyrrolidin-3-yl]butyl 1,3-dimethylazetidine-3-carboxylate